FC(OC=1C(=CC2=C(NC(CS2)=O)C1)C1=NN(C=C1NC(=O)C=1C=NN2C1N=CC=C2)C)F N-[3-[6-(difluoromethoxy)-3-oxo-4H-1,4-benzothiazin-7-yl]-1-methyl-pyrazol-4-yl]pyrazolo[1,5-a]pyrimidine-3-carboxamide